rac-N-((4R,5R)-3-(((tert-butyldimethylsilyl)oxy)methyl)-7-ethyl-4-(4-fluorophenyl)-6-oxo-1-propyl-4,5,6,7-tetrahydro-1H-pyrazolo[3,4-b]pyridin-5-yl)-3-(trifluoromethyl)benzamide [Si](C)(C)(C(C)(C)C)OCC1=NN(C=2N(C([C@@H]([C@@H](C21)C2=CC=C(C=C2)F)NC(C2=CC(=CC=C2)C(F)(F)F)=O)=O)CC)CCC |r|